FC=1C=C(C=C(C1F)C(=C)F)NC(C1=CC=CC=C1)=O N-(3,4-difluoro-5-(1-fluorovinyl)phenyl)benzamide